COC(=O)[C@@H]1C[C@H](CCC1)OC1=NC=C(N=C1C)C=1SC(=CC1C=O)Cl (1S,3S)-3-((5-(5-chloro-3-formylthiophen-2-yl)-3-methylpyrazin-2-yl)oxy)Cyclohexane-1-carboxylic acid methyl ester